2-(4-methyltetrahydro-2H-pyran-4-carboxamido)-9-(5,6,7,8-tetrahydro-1,8-naphthyridin-2-yl)nonanoic acid CC1(CCOCC1)C(=O)NC(C(=O)O)CCCCCCCC1=NC=2NCCCC2C=C1